2-(2-Hydroxy-6-((R)-3-methylmorpholino)pyrimidin-4-yl)tetrahydrothiophene 1,1-dioxide OC1=NC(=CC(=N1)C1S(CCC1)(=O)=O)N1[C@@H](COCC1)C